6,7-dimethoxy-2-methylquinazolin COC=1C=C2C=NC(=NC2=CC1OC)C